ClC=1C=2C(N=C3N(C2C=CC1)C1=CC(=CC=C1C31CCCCC1)[C@H]1CN(CCC1)C1CCC(CC1)C=O)=O (S)-4-(3-(4'-chloro-5'-oxo-5'H-spiro[cyclohexane-1,7'-indolo[1,2-a]quinazolin]-10'-yl)piperidin-1-yl)cyclohexane-1-carbaldehyde